C(C)(C)(C)OC([C@@H](NC(CN)=O)CCCCN1C(C=CC1=O)=O)=O glycyl-6-(2,5-dioxo-2,5-dihydro-1H-pyrrol-1-yl)-L-norleucine tert-butyl ester